(3S,6S,9aR)-6-((tert-butoxycarbonyl)amino)-8-methyl-5-oxooctahydro-1H-pyrrolo[1,2-a]azepine-3-carboxylic acid C(C)(C)(C)OC(=O)N[C@H]1CC(C[C@@H]2N(C1=O)[C@@H](CC2)C(=O)O)C